C(C)(=O)OI(C1=CC=C(C=C)C=C1)OC(C)=O 4-(diacetoxyiodo)styrene